4-bromo-2-(5-(methoxymethoxy)hept-6-en-1-yn-1-yl)-1-methylbenzene BrC1=CC(=C(C=C1)C)C#CCCC(C=C)OCOC